(R)-3-cyclopropyl-2-oxopyrrolidine-3-carbonitrile C1(CC1)[C@@]1(C(NCC1)=O)C#N